Vinyl-trimethyloxysilan C(=C)[Si](OC)(OC)OC